C(CCCCCC\C=C/CCC)O (Z)-8-dodecene-1-ol